5-bromo-N1-(3-methoxypropyl)benzene-1,2-diamine BrC1=CC=C(C(=C1)NCCCOC)N